ClC1=C(C=C(C=C1)F)C1=CC=C(N=N1)CNC1[C@@H]2CN(C[C@H]12)CCC(C)(C)C (1R,5S,6s)-N-((6-(2-chloro-5-fluoro-phenyl)pyridazin-3-yl)methyl)-3-(3,3-dimethylbutyl)-3-azabicyclo[3.1.0]hexan-6-amine